OCCCOC=1C(=[N+](ON1)[O-])S(=O)(=O)C1=CC=CC=C1 4-(3-hydroxypropoxy)-3-(benzenesulfonyl)-1,2,5-oxadiazole 2-oxide